5-chloro-N-(4-sulfamoylphenethyl)-2-(trifluoromethoxy)benzamide ClC=1C=CC(=C(C(=O)NCCC2=CC=C(C=C2)S(N)(=O)=O)C1)OC(F)(F)F